CC=1SC(=CC1NC(NS(N(C1CCOCC1)C=1C=NN(C1)C)(=O)=O)=O)C 3-(2,5-Dimethylthiophen-3-yl)-1-[(1-methyl-1H-pyrazol-4-yl)(oxan-4-yl)sulfamoyl]urea